O1C2=C(OCC1C=1N[C@@H]([C@H](N1)[2H])[2H])C=C(C(=C2)[2H])[2H] (4R,5R)-2-(2,3-dihydrobenzo[b][1,4]dioxin-2-yl-6,7-d2)-4,5-dihydro-1H-imidazole-4,5-d2